COC=1C=CC(=C(C1)NCCNC(=O)C1CCC1)[N+](=O)[O-] N-(2-((5-methoxy-2-nitrophenyl)amino)ethyl)cyclobutanecarboxamide